4,6-dichloro-8-iodo-quinazoline ClC1=NC=NC2=C(C=C(C=C12)Cl)I